N-(1-methylcyclopropyl)-2-{1H-pyrrolo[2,3-b]pyridin-4-yl}pyrido[3,4-d]pyrimidin-4-amine CC1(CC1)NC=1C2=C(N=C(N1)C1=C3C(=NC=C1)NC=C3)C=NC=C2